CC(C=O)(C)C1=CC=CC(=N1)C#N 6-(2-methyl-1-oxopropan-2-yl)pyridinecarbonitrile